5-[1-[4-(2,6-dibenzyloxy-3-pyridyl)-2-fluoro-phenyl]-3,6-dihydro-2H-pyridin-4-yl]-3-fluoro-2-methoxy-6-methyl-pyridine C(C1=CC=CC=C1)OC1=NC(=CC=C1C1=CC(=C(C=C1)N1CCC(=CC1)C=1C=C(C(=NC1C)OC)F)F)OCC1=CC=CC=C1